ClC=1C(=C(C(=CC1N1CC2=C(CCC1)C=C(C(=C2)F)F)C)NC(CC(C)(C)C)=O)C N-(3-chloro-4-(7,8-difluoro-1,3,4,5-tetrahydro-2H-benzo[c]azepin-2-yl)-2,6-dimethylphenyl)-3,3-dimethylbutyramide